C(#N)C=1C=CC=C2C(=CNC12)C1=CC=C(C(=N1)C)NC(C(=O)N(C)C)C 2-[[6-(7-cyano-1H-indol-3-yl)-2-methylpyridin-3-yl]amino]-N,N-dimethyl-propanamide